BrC=1C=C2C(N(C=NC2=C(C1)F)CC1=CC=C(C=C1)OC)=O 6-bromo-8-fluoro-3-[(4-methoxyphenyl)methyl]quinazolin-4-one